NCCN(CC(C)O)CCNCCN 4-(2-aminoethyl)-4,7,10-triazadecan-2-ol